6-(3-amino-1H-indazol-4-yl)-5-chloro-N-phenyl-1-naphthalenecarboxamide NC1=NNC2=CC=CC(=C12)C=1C(=C2C=CC=C(C2=CC1)C(=O)NC1=CC=CC=C1)Cl